CC1C(OC(C(O1)=O)C)=O dimethyl-1,4-dioxane-2,5-dione